FC1=C(C=C(C=C1)OC(F)(F)F)NC(OCC=1C=CC2=C(N=C(O2)C2C(NC(CC2)=O)=O)C1)=O (2-(2,6-dioxopiperidin-3-yl)benzo[d]oxazol-5-yl)methyl (2-fluoro-5-(trifluoromethoxy)phenyl)carbamate